3,5,6,7,8,9-hexahydro-4H-pyrido[4',3':4,5]pyrrolo[2,3-d]pyridazin-4-one C=1C2=C(C(NN1)=O)NC1=C2CCNC1